Dimethyl-Dibutoxyboranyl-Amine CN(B(OCCCC)OCCCC)C